C(#C)C1(CCC(C=2N(C1)N=C1C2CN([C@@H](C1)C)C(=O)[O-])(F)F)O (R)-8-ethynyl-11,11-difluoro-8-hydroxy-3-methyl-1,3,4,7,8,9,10,11-octahydro-2H-pyrido[4',3':3,4]pyrazolo[1,5-a]azepine-2-carboxylate